O=C1NC(CCC1NC(C1=CC=C(C=C1)N1CCN(CC1)C(=O)N1CCC(CC1)CN1CCN(CC1)C1=CC=C(C=C1)[C@H]1[C@H](CCC2=CC(=CC=C12)O)C1=CC=CC=C1)=O)=O N-(2,6-dioxopiperidin-3-yl)-4-(4-(4-((4-(4-((1R,2S)-6-hydroxy-2-phenyl-1,2,3,4-tetrahydronaphthalen-1-yl)phenyl)piperazin-1-yl)methyl)piperidine-1-carbonyl)piperazin-1-yl)benzamide